1-(2-Fluoroethyl)-N-[3-fluoro-4-[(7-methoxy-1,5-naphthyridin-4-yl)oxy]phenyl]-6-methyl-4-oxo-5-thiophen-2-ylpyridine-3-carboxamide FCCN1C=C(C(C(=C1C)C=1SC=CC1)=O)C(=O)NC1=CC(=C(C=C1)OC1=CC=NC2=CC(=CN=C12)OC)F